CC1=NC2=C(N1)C=C(C=C2)C2=CC=C(C=C2)C2=CC(=CC=C2)NC(=O)[C@H]2NCCC2 (S)-2-Methyl-6-(3'-(Azolidin-2-Carboxamido)-[1,1'-Biphenyl]-4-yl)-1H-benzo[d]Imidazol